FC(C1CNC1)F 3-(difluoromethyl)azetidine